(5S,10R)-5-methyl-10,11-dihydro-5H-5,10-epiminodibenzo[a,d][7]annulen C[C@@]12C3=C([C@@H](CC4=C1C=CC=C4)N2)C=CC=C3